1,2,4-tribromobutane BrCC(CCBr)Br